ClC=1C(=NC=CC1)N1N=C(C=C1C(=O)NC=1C(=CC=2N(C1C(=O)NC)N=CC2)C)CN2N=C(N=N2)C(F)(F)F 6-(1-(3-chloropyridin-2-yl)-3-((5-(trifluoromethyl)-2H-tetrazol-2-yl)methyl)-1H-pyrazole-5-carboxamido)-N,5-dimethylpyrazolo[1,5-a]pyridine-7-carboxamide